chloro-N,N,N',N'-tetramethylformamidinium ClC(=[N+](C)C)N(C)C